CC1=NNC2=CC=CC(=C12)OCC1CC(C1)OC1CCNCC1 3-methyl-4-(((1s,3s)-3-(piperidin-4-oxy)cyclobutyl)methoxy)-1H-indazole